3-phenylquinazolin-4(3H)-one methanesulfonate CS(=O)(=O)O.C1(=CC=CC=C1)N1C=NC2=CC=CC=C2C1=O